8-chloro-9-oxo-9H-benzo[e]pyrazolo[5,1-b][1,3]oxazine-2-carboxylic acid ClC1=CC=CC2=C1C(N1C(O2)=CC(=N1)C(=O)O)=O